C1(=CC=CC=C1)C1=NN=C(O1)C1=CC=C(C=C1)NC(CCCC)=O N-[4-(5-phenyl-1,3,4-oxadiazol-2-yl)phenyl]pentanamide